N-(1-(cyclopropylmethyl)-3-(2-oxo-2-((1-(pyrimidin-2-yl)cyclopropyl)amino)ethyl)azetidin-3-yl)-5-(2,4-difluorophenyl)isoxazole-3-carboxamide C1(CC1)CN1CC(C1)(CC(NC1(CC1)C1=NC=CC=N1)=O)NC(=O)C1=NOC(=C1)C1=C(C=C(C=C1)F)F